ClC1=NC=CC(=C1F)C(=O)O 2-chloro-3-fluoro-pyridine-4-carboxylic acid